(1,1-Dioxetan-3-yl)methanesulfonic acid methyl ester COS(=O)(=O)CC1COC1